C1(CC1)C=1N=NN(C1)[C@H](C(=O)N1[C@@H](C[C@H](C1)O)C(=O)NC1C(N(CCC1)C1=C(C=CC(=C1)C)F)=O)C(C)(C)C (2S,4R)-1-[(2S)-2-(4-cyclopropyltriazol-1-yl)-3,3-dimethyl-butanoyl]-N-[1-(2-fluoro-5-methyl-phenyl)-2-oxo-3-piperidyl]-4-hydroxy-pyrrolidine-2-carboxamide